4-Ethoxyaniline C(C)OC1=CC=C(N)C=C1